CC1CN(CC(N1)C(=O)O)S(=O)(=O)C1=CC=CC=C1 6-methyl-4-(phenylsulfonyl)piperazine-2-carboxylic acid